C(C)OC(=O)C1C(OCC1)=O 2-oxotetrahydrofuran-3-carboxylic acid ethyl ester